4-(4-fluoro-1-(pyrimidin-4-ylmethyl)-benzimidazol-2-yl)-1,2,5-oxadiazol-3-amine FC1=CC=CC=2N(C(=NC21)C=2C(=NON2)N)CC2=NC=NC=C2